2-ethylphenyl-boric acid C(C)C1=C(C=CC=C1)OB(O)O